S1C(=NC2=C1C=CC=C2)NC(CCl)=O N-(benzo[d]thiazole-2-yl)-2-chloroacetamide